O.C(C)N1C(=NC(=C(C1=O)CC1=CC(=CC=C1)C(F)(F)F)C1CCC(CC1)C1=CC=CC=C1)N ethyl-2-amino-6-((1r,4r)-4-phenylcyclohexyl)-5-(3-(trifluoromethyl)benzyl)pyrimidin-4(3H)-one monohydrate